methyl 2-(1-(4-(6-((4-cyano-2-fluorobenzyl) oxy) pyridin-2-yl) piperidin-1-yl)-2-fluoroethyl)-1-(((S)-oxetan-2-yl) methyl)-1H-benzo[d]imidazole-6-carboxylate C(#N)C1=CC(=C(COC2=CC=CC(=N2)C2CCN(CC2)C(CF)C2=NC3=C(N2C[C@H]2OCC2)C=C(C=C3)C(=O)OC)C=C1)F